Cl.Cl.CCC propane dihydrochloride